ClC=1C=C(C=CC1)C1=NC(=NC=C1)C1(CC(=C(C=C1)C(F)(F)F)N)N 1-(4-(3-chlorophenyl)pyrimidin-2-yl)-4-(trifluoromethyl)benzene-1,3-diamine